C(C)(=O)C1=CN(C2=C(C=C(C=C12)C=1C=NC(=NC1)C)C)CC(C)=O 1-(3-acetyl-7-methyl-5-(2-methylpyrimidin-5-yl)-1H-indol-1-yl)propan-2-one